NC=1C(=NC(=CN1)C1=C(C=C(C=C1)NC(C(O)C1=CC(=CC(=C1)F)F)=O)C)C(=O)NC 3-amino-6-[4-[[2-(3,5-difluorophenyl)-2-hydroxy-acetyl]amino]-2-methyl-phenyl]-N-methyl-pyrazine-2-carboxamide